3-benzyl-1-(2'-methoxy-5,5'-bipyrimidin-2-yl)-1-(trans-4-((4-(oxetan-3-yloxy)-5-(trifluoromethyl)pyrimidin-2-yl)amino)cyclohexyl)urea C(C1=CC=CC=C1)NC(N([C@@H]1CC[C@H](CC1)NC1=NC=C(C(=N1)OC1COC1)C(F)(F)F)C1=NC=C(C=N1)C=1C=NC(=NC1)OC)=O